BrCCCCCCCCC=COC(CCOCOCOCCC(CCCCCC)OC=CCCCCCCCCBr)CCCCCC 10-bromo-3-decenyloxynonyloxymethyl ether